FC=1C(=NC(=NC1)NC1=CC=C(C=C1)C=1OC=CN1)N fluoro-N2-[4-(oxazol-2-yl)phenyl]-2,4-pyrimidinediamine